OC(CN1CCN(CC1)CC(C)O)C 1,4-bis(2-hydroxypropyl)-piperazine